(1-Benzylpiperidin-4-yl)(4-methoxyphenyl)methanol C(C1=CC=CC=C1)N1CCC(CC1)C(O)C1=CC=C(C=C1)OC